5-ethyl-N-(3-fluoro-4-((2-keto-2,3-dihydro-1H-imidazo[4,5-b]pyridin-7-yl)oxy)phenyl)-1-(pyrimidin-5-yl)-1H-pyrazole-4-carboxamide C(C)C1=C(C=NN1C=1C=NC=NC1)C(=O)NC1=CC(=C(C=C1)OC1=C2C(=NC=C1)NC(N2)=O)F